ClC=1C=C(C=CC1)NC1=NC=NC2=CC=CC=C12 4-((3-chloro-phenyl)-amino)quinazolin